CS(=O)(=O)CN=C=O methyl-(sulfonyl)methyl isocyanate